N1C=CC2=CC=C(C=C12)NC=1C=CC=2OC(C(NC2N1)=O)(C)C 6-[(1H-indol-6-yl)amino]-2,2-dimethyl-2H,3H,4H-pyrido[3,2-b][1,4]oxazin-3-one